C(#C)C1=C2C(=CC(=CC2=CC=C1F)O)C1=C(C=2C(=NC=C(N2)OC[C@]23CCCN3C[C@@H](C2)F)C(=N1)N1[C@H](CC1)C)F 5-ethynyl-6-fluoro-4-(8-fluoro-2-(((2R,7aS)-2-fluorotetrahydro-1H-pyrrolizin-7a(5H)-yl)methoxy)-5-((S)-2-methylazetidin-1-yl)pyrido[3,4-b]pyrazin-7-yl)naphthalen-2-ol